C1(CC1)CN(C(OC(C)(C)C)=O)C1=NC=CC(=C1)C=1OC=C(N1)C(NC=1C(=NN(C1)C1=CC(=C(C=C1)CO)F)C(F)F)=O tert-butyl N-(cyclopropylmethyl)-N-[4-[4-[[3-(difluoromethyl)-1-[3-fluoro-4-(hydroxymethyl)phenyl]pyrazol-4-yl]carbamoyl]oxazol-2-yl]-2-pyridyl]carbamate